cyanomethyl (S)-2-((tert-butoxycarbonyl)amino)-3-(4-(6-(4-carbamoylthiazol-2-yl)pyridin-2-yl)thiazol-2-yl)propanoate C(C)(C)(C)OC(=O)N[C@H](C(=O)OCC#N)CC=1SC=C(N1)C1=NC(=CC=C1)C=1SC=C(N1)C(N)=O